(6S)-6-(aminomethyl)-2,2-dimethyl-morpholine-4-carboxylic acid tert-butyl ester C(C)(C)(C)OC(=O)N1CC(O[C@H](C1)CN)(C)C